NC=1N=C(C2=C(N1)C=CN(C2)CC2=C(C=C(C=C2)C(=O)N2CCN(CC2)C)OC)NCCCC 2-amino-4-(butylamino)-6-(2-methoxy-4-(4-methylpiperazine-1-carbonyl)benzyl)pyrido[4,3-d]pyrimidin